3-chloro-N-(3-fluorophenyl)propionamide ClCCC(=O)NC1=CC(=CC=C1)F